(S)-(2-(2-methoxy-7-methylquinoxalin-5-yl)-7,8-dihydrobenzofuro[5,4-d]thiazol-7-yl)methyl methanesulfonate CS(=O)(=O)OC[C@H]1OC2=C(C1)C1=C(N=C(S1)C1=C3N=CC(=NC3=CC(=C1)C)OC)C=C2